BrC=1C=C2C3(C(N(C(C2=CC1)=O)C(C(=O)NC1=NC=C(C=N1)F)CC)=O)CC3 2-(6'-bromo-1',3'-dioxospiro[cyclopropane-1,4'-isoquinoline]-2'-yl)-N-(5-fluoropyrimidin-2-yl)butanamide